1-[9-(4-Propylphenyl)nonanoyl]azetidin-3-yl dihydrogen phosphate ammonium salt [NH4+].P(=O)(OC1CN(C1)C(CCCCCCCCC1=CC=C(C=C1)CCC)=O)(O)O